NC1=NC=CC=C1C1=NC=2C(=NC(=CC2)C2=CC=CC=C2)N1C1=CC=C(CN2CCN(CC2)C(=O)C2=C(C#N)C=CC=N2)C=C1 2-(4-(4-(2-(2-Aminopyridin-3-yl)-5-phenyl-3H-imidazo[4,5-b]pyridin-3-yl)benzyl)piperazine-1-carbonyl)nicotinonitrile